ethyl 2-{[(tert-butoxy)carbonyl](methyl)amino}-5-{1-[(tert-butoxy)carbonyl]azetidin-3-yl}-1,3-thiazole-4-carboxylate C(C)(C)(C)OC(=O)N(C=1SC(=C(N1)C(=O)OCC)C1CN(C1)C(=O)OC(C)(C)C)C